NCCC=1C=NC(=NC1)C1=C(C=C(C=C1)F)C(=O)C=1C=NN(C1)CC1CC1 [2-[5-(2-aminoethyl)pyrimidin-2-yl]-5-fluorophenyl]-[1-(cyclopropylmethyl)pyrazol-4-yl]methanone